(R)-N-(2-ethyl-4-(6-((R)-1-hydroxypropyl)-4-methylpyridin-3-yl)-[1,2,4]triazolo[1,5-a][1,6]naphthyridin-8-yl)-2,2-difluorocyclopropane-1-carboxamide C(C)C1=NN2C(C(=CC3=CN=C(C=C23)NC(=O)[C@@H]2C(C2)(F)F)C=2C=NC(=CC2C)[C@@H](CC)O)=N1